FC1=C2N(C=3CCCCC13)CCN(C2=O)C2=C(C=O)C(=CC=N2)C=2N=C(C(N(C2)C)=O)NC=2C=NC=CC2 2-(10-Fluoro-1-oxo-3,4,6,7,8,9-hexahydropyrazino[1,2-a]indol-2(1H)-yl)-4-(4-methyl-5-oxo-6-(pyridin-3-ylamino)-4,5-dihydropyrazin-2-yl)nicotinaldehyde